N-carbobenzyloxy-L-tyrosine methyl ester COC([C@@H](NC(=O)OCC1=CC=CC=C1)CC1=CC=C(C=C1)O)=O